((1r,3R,5S,7r)-3,5-difluoroadamantan-1-yl)methanamine hydrochloride Cl.F[C@]12CC3(CC(C[C@@](C1)(C3)F)C2)CN